(R)-methyl 3-(9-((1s,4S)-4-carbamoylcyclohexyl)-8-(2,6-dichloro-4-fluorophenylamino)-9H-purin-2-ylamino)piperidine-1-carboxylate C(N)(=O)C1CCC(CC1)N1C2=NC(=NC=C2N=C1NC1=C(C=C(C=C1Cl)F)Cl)N[C@H]1CN(CCC1)C(=O)OC